ClC1N=C(C=C(C1(C(=O)OC)OC)C1=CC=NC=C1)C methyl 2-chloro-3-methoxy-6-methyl-(4,4-bipyridine)-3-carboxylate